[Br-].OC(C[NH+](CC(CCCCCCCCC\C=C/CCCCCCCC)CCCCCCCC\C=C/CCCCCCCC)CCO)O di-hydroxyethyl-2-hydroxyethyl-2,3-dioleylpropylammonium bromide